2-(tert-butyl)-1'-(1-cyclopropyl-5-methylisoquinoline-7-carbonyl)-5H-spiro[benzo[d]thiazol-6,4'-piperidin]-4(7H)-one C(C)(C)(C)C=1SC2=C(N1)C(CC1(CCN(CC1)C(=O)C1=CC(=C3C=CN=C(C3=C1)C1CC1)C)C2)=O